C/C(/C=O)=C\C1=C(C(=C(C(=C1)O)O)Br)Br (E)-2-Methyl-3-(2,3-dibromo-4,5-dihydroxyphenyl)-propenal